CO[C@H](C(=O)OC1=COC=C1OC(C(C)OC)=O)C furan-3,4-diyl (2S,2'S)-bis(2-methoxypropionate)